C(C1=CC=CC=C1)(=O)NNC(C1=CC=C(C=C1)N1N=NC(=C1)CCCC)=O N'-benzoyl-4-(4-butyl-1H-1,2,3-triazol-1-yl)benzohydrazide